(2R,4R)-4-hydroxy-N-[(3S)-3-hydroxy-4-(2-{[(1s,3R)-3-(trifluoromethoxy)cyclobutyl]oxy}acetamido)bicyclo[2.2.2]octan-1-yl]-6-(trifluoromethyl)-3,4-dihydro-2H-1-benzopyran-2-carboxamide O[C@@H]1C[C@@H](OC2=C1C=C(C=C2)C(F)(F)F)C(=O)NC21C[C@@H](C(CC2)(CC1)NC(COC1CC(C1)OC(F)(F)F)=O)O